FC1=CC=C(C=C1)C1=NSC(=N1)C1=NC=CC=C1 3-(4-fluorophenyl)-5-(pyridin-2-yl)-1,2,4-thiadiazole